NC=1C=2C(N=N[N+]1[O-])=NN1C2N=C(C=C1N)N 4,6,8-triaminopyrimido[1',2':1,5]pyrazolo[3,4-d][1,2,3]triazine 3-oxide